cis-tert-butyl-4-amino-3-fluoropyrrolidine-1-carboxylate C(C)(C)(C)OC(=O)N1C[C@H]([C@H](C1)N)F